C(C)(C)(C)OC(=O)N1C(N([C@@H](C1)C(N(C)C1=C(C(=C(C=C1)F)Cl)F)=O)C1=CC(=C2C(=N1)SC(=C2)C(=O)O)C(F)(F)F)=O 6-{(5S)-3-[(tert-butyl)oxycarbonyl]-5-[N-(3-chloro-2,4-difluorophenyl)-N-methylcarbamoyl]-2-oxoimidazolidinyl}-4-(trifluoromethyl)thieno[2,3-b]pyridine-2-carboxylic acid